C(C)(C)(C)[Si](OC=1C=C(C=CC1)[C@H]1C[C@H]([C@H]2[C@@H]1OC(O2)(C)C)N2C=CC1=C2N=CN=C1Cl)(C)C 7-((3aS,4R,6R,6aR)-6-(3-((tertbutyldimethylsilyl)oxy)phenyl)-2,2-dimethyltetrahydro-4H-cyclopenta[d][1,3]dioxol-4-yl)-4-chloro-7H-pyrrolo[2,3-d]pyrimidine